N-(4-aminophenylethyl)pyrido[3,4-b]pyrazin-5-amine NC1=CC=C(C=C1)CCNC1=NC=CC=2C1=NC=CN2